C(\C=C\C)(=O)SCCNC(CCNC([C@@H](C(COP(OP(OC[C@@H]1[C@H]([C@H]([C@@H](O1)N1C=NC=2C(N)=NC=NC12)O)OP(=O)(O)O)(=O)O)(=O)O)(C)C)O)=O)=O crotonyl-coA